Methyl (3S,6S,10aR)-6-((tert-butoxycarbonyl)amino)-9-hydroxy-5-oxodecahydropyrrolo[1,2-a]azocine-3-carboxylate C(C)(C)(C)OC(=O)N[C@H]1CCC(C[C@@H]2N(C1=O)[C@@H](CC2)C(=O)OC)O